[13C]([13CH](O)[13CH2][13C](=O)[O-])(=O)[O-] [13C4]malate